2,6-dimethyl-3-isobutylpyrazine CC1=NC(=CN=C1CC(C)C)C